NC=1C=2N(C3=CC(=C(C=C3N1)F)C(=O)N1[C@@H]3[C@H](C[C@H](C1)C)OC=1C3=CN=C(C1)C(F)(F)F)C=NC2C (4-amino-7-fluoro-3-methylimidazo[1,5-a]quinoxalin-8-yl)((3R,4aS,9bS)-3-methyl-7-(trifluoromethyl)-3,4,4a,9b-tetrahydrofuro[3,2-b:4,5-c']dipyridin-1(2H)-yl)methanone